C(#N)C1=C(C=CC(=C1)C(F)(F)F)N1CCC(CC1)(C(=O)N[C@@H]1CN(CC1)C)C=1C=C(C(=NC1)C=1C(=NC=C(C1)F)OC)F 1-[2-cyano-4-(trifluoromethyl)phenyl]-4-{3,5'-difluoro-2'-methoxy-[2,3'-bipyridin]-5-yl}-N-[(3S)-1-methylpyrrolidin-3-yl]piperidine-4-carboxamide